N1C(=NC=C1)/N=C/N(C)C (E)-N'-(1H-imidazol-2-yl)-N,N-dimethylformimidamide